(15Z)-10,13-dihydroxyoctadec-15-enoic acid OC(CCCCCCCCC(=O)O)CCC(C\C=C/CC)O